difluorocarboxymethyl-tri-n-butyl-ammonium bromide [Br-].FC(CCC)([N+](CCCC)(CCCC)CC(=O)O)F